C(C)[NH+](C)C ethyl-N,N-dimethylammonium